FC(C1=C(C=CC(=C1)C(F)(F)F)C(C)N1N=CC(=C1)NC(=O)C1=NNC(=C1)C1=NC=CN=C1)(F)F N-(1-(1-(2,4-bis(trifluoromethyl)phenyl)ethyl)-1H-pyrazol-4-yl)-5-(pyrazin-2-yl)-1H-pyrazole-3-carboxamide